COC=1C=C(C=CC1OC)NS(=O)=O.[Na] sodium N-(3,4-dimethoxyphenyl)sulphonamide